N-(5-(difluoromethoxy)-1H-pyrazol-3-yl)-6-(piperidin-3-ylmethoxy)pyrazin-2-amine FC(OC1=CC(=NN1)NC1=NC(=CN=C1)OCC1CNCCC1)F